(+/-)-N7-methyl-3-phenyl-N5-(tetrahydro-2H-pyran-4-yl)-2,3-dihydrobenzofuran-5,7-dicarboxamid CNC(=O)C1=CC(=CC=2[C@H](COC21)C2=CC=CC=C2)C(=O)NC2CCOCC2 |r|